2-(3-azabicyclo[3.1.0]hexan-3-yl)-8-(1-hydroxyethyl)-3,6-dimethyl-quinazolin-4(3H)-one C12CN(CC2C1)C1=NC2=C(C=C(C=C2C(N1C)=O)C)C(C)O